C(C)(=O)C1=CC2=C(O1)C(=C1C=CC=CC1=C2OC(=O)OCCC[C@@H](C(=O)OC(C)(C)C)NC(=O)OC(C)(C)C)OC(=O)OC(C)(C)C tert-Butyl (S)-5-((((2-acetyl-9-((tert-butoxycarbonyl)oxy)naphtho[2,3-b]furan-4-yl)oxy)carbonyl)oxy)-2-((tert-butoxycarbonyl)amino)pentanoate